methyl 7-cyclopropyl-6-isopropyl-furo[2,3-b]pyrazine-2-carboxylate C1(CC1)C1=C(OC2=NC=C(N=C21)C(=O)OC)C(C)C